[N+](=O)(OC(C)CCCCCC)[O-] secondary octyl nitrate